(3R)-3-(4-chlorophenyl)-2-[(5-chloropyridin-2-yl)methyl]-6-{2-hydroxy-1-[(1S,4S)-5-methyl-2,5-diazabicyclo[2.2.1]heptan-2-yl]propan-2-yl}-3-methoxy-2,3-dihydro-1H-isoindol-1-one ClC1=CC=C(C=C1)[C@@]1(N(C(C2=CC(=CC=C12)C(CN1[C@@H]2CN([C@H](C1)C2)C)(C)O)=O)CC2=NC=C(C=C2)Cl)OC